[3-[[6-(trifluoromethyl)-3-pyridinyl]methoxymethyl]azetidin-1-yl]methanone FC(C1=CC=C(C=N1)COCC1CN(C1)C=O)(F)F